C(C)(=O)OC\C=C(/CCC=C(C)C)\C (Z)-3,7-dimethyl-2,6-octadien-1-ol acetate